OC(C)(C)C=1C=C(C(=O)NC)C=CC1 3-(2-hydroxypropan-2-yl)-N-methylbenzamide